COC/C=C/C(C)=O (E)-5-methoxypent-3-en-2-one